3-(3,4-difluoro-2-methoxyphenyl)-5-methyl-N-(3-methylisoxazol-4-yl)-5-(trifluoromethyl)tetrahydrothiophene-2-carboxamide FC=1C(=C(C=CC1F)C1C(SC(C1)(C(F)(F)F)C)C(=O)NC=1C(=NOC1)C)OC